N-(4-Fluoro-2-((methylamino)methyl)benzyl)-N-(2-oxo-2-((2'-oxo-1,1',2',3-tetrahydrospiro[indene-2,3'-pyrrolo[2,3-b]pyridin]-5-yl)amino)ethyl)pivalamide FC1=CC(=C(CN(C(C(C)(C)C)=O)CC(NC=2C=C3CC4(C(NC5=NC=CC=C54)=O)CC3=CC2)=O)C=C1)CNC